C(C)(C)(C)OC(=O)N1C[C@@H](N(CC1)C=1C2=C(N=CN1)NC=C2I)C.O2CC(C2)OC2=C(N)C=CC=C2 2-(oxetan-3-yloxy)aniline tert-butyl-(S)-4-(5-iodo-7H-pyrrolo[2,3-d]pyrimidin-4-yl)-3-methylpiperazine-1-carboxylate